tert-butyl (1-butyl-3-(1-cyanovinyl)-5-fluoro-2-oxoindolin-3-yl) carbonate C(OC(C)(C)C)(OC1(C(N(C2=CC=C(C=C12)F)CCCC)=O)C(=C)C#N)=O